5,5'-azobis-1H-Tetrazole N(=NC1=NN=NN1)C1=NN=NN1